NC=1C=C(C(=O)C2=CC(=CC=C2)N)C=CC1N 3,3',4-Triaminobenzophenon